C[Si](CCC)(CCC)CCC methyl-(tripropyl)silane